C(C)N1N=C(C(=C1)C1=C(C=CC=C1)C1C2=C(CN(C1)C(\C=C\CCNC)=O)SC(=C2)C#N)C(F)(F)F (E)-4-(2-(1-ethyl-3-(trifluoromethyl)-1H-pyrazol-4-yl)phenyl)-6-(5-(methylamino)pent-2-enoyl)-4,5,6,7-tetrahydrothieno[2,3-c]pyridine-2-carbonitrile